N-(2-(1H-1,2,4-triazol-1-yl)ethyl)-3-bromo-6-chloropyridin-2-amine N1(N=CN=C1)CCNC1=NC(=CC=C1Br)Cl